ethyl(mesitylcarbonyl)phenylphosphine oxide C(C)P(C1=CC=CC=C1)(C(=O)C1=C(C=C(C=C1C)C)C)=O